(rac)-7-{[(2R,6s)-4-(3-Chloro-2-methylphenyl)-2,6-dimethyl-1-(prop-2-enoyl)piperidin-4-yl]amino}-2-methylisoquinolin-1-one ClC=1C(=C(C=CC1)C1(C[C@H](N([C@H](C1)C)C(C=C)=O)C)NC1=CC=C2C=CN(C(C2=C1)=O)C)C